tert-butyl 3-(5-(3-amino-6-chloropyridin-2-yl)-2H-tetrazol-2-yl)azetidine-1-carboxylate NC=1C(=NC(=CC1)Cl)C=1N=NN(N1)C1CN(C1)C(=O)OC(C)(C)C